COC1=C(C#N)C=C(C=N1)C=1C=C2C(=NC=NC2=CC1)N[C@H](C(=O)N1CCOCC1)C[Se]C (R)-2-methoxy-5-(4-((3-(methylseleno)-1-morpholino-1-oxo-2-propanyl)amino)-6-quinazolinyl)nicotinonitrile